(4-fluoro-2-methylphenyl)(4-methoxynaphthalen-1-yl)methanone FC1=CC(=C(C=C1)C(=O)C1=CC=C(C2=CC=CC=C12)OC)C